C(C)C(C(C#N)P(O)(O)=O)CC.N1(N=NC=C1)C1=CC=C(C=C1)CO (4-(1H-1,2,3-triazol-1-yl)phenyl)methanol Diethyl-(1-cyanoethyl)phosphonate